CN1C=CC2=CC=C(C=C12)OB(O)O (1-methyl-1H-indol-6-yl)boric acid